[N+](=O)([O-])C1=CC=C(C=C1)NN (4-Nitrophenyl)-hydrazine